O=S1(N=C2N(CC1)C=CC=C2NC(=O)C2=CC1=C(OC(C(O1)(F)F)(F)F)C=C2)=O N-(2,2-dioxido-3,4-dihydropyrido[2,1-c][1,2,4]thiadiazin-9-yl)-2,2,3,3-tetrafluoro-2,3-dihydro-1,4-benzodioxine-6-carboxamide